FC(OC1=C(C=C(C=C1)OC1=CC=C(C=C1)CN1C[C@H](CC1)CO)C1=NN(C=C1NC(=O)C=1C=NN2C1N=CC=C2)C)F |r| N-[3-[2-(difluoromethoxy)-5-[4-[[rac-(3S)-3-(hydroxymethyl)pyrrolidin-1-yl]methyl]phenoxy]phenyl]-1-methyl-pyrazol-4-yl]pyrazolo[1,5-a]pyrimidine-3-carboxamide